(rac)-7-(4-piperidyl)-2-(tetrahydrofuran-3-ylmethyl)-3H-imidazo[4,5-b]pyridine dihydrochloride Cl.Cl.N1CCC(CC1)C1=C2C(=NC=C1)NC(=N2)C[C@H]2COCC2 |r|